BrC1=C(CCCC1)C=O 2-bromo-1-cyclohexeneformaldehyde